(R)-3-fluoro-4-(8-(3-(methoxymethyl)-4-methylpiperazin-1-yl)-7,10-dimethyl-5-oxo-1,3,4,5-tetrahydro-2H-chromeno[3,4-c]pyridine-3-carbonyl)-N-(pyrrolidin-1-ylsulfonyl)benzamide FC=1C=C(C(=O)NS(=O)(=O)N2CCCC2)C=CC1C(=O)N1CC2=C(CC1)C=1C(=CC(=C(C1OC2=O)C)N2C[C@@H](N(CC2)C)COC)C